C(#N)C1=CC=C(C=C1)NC=1C2=C(N=C(N1)SC(C(=O)[O-])(C)C)SC=C2 2-((4-((4-cyanophenyl) amino) thieno[2,3-d]pyrimidin-2-yl) thio)-2-methylpropionate